C(C)OCN1C(CC(C(=C1CC1=CC=CC=C1)C(C)C)=O)=O 1-(ethoxy-methyl)-5-(1-methylethyl)-6-(phenylmethyl)-(2,4(1H,3H)-pyridinedione)